N[C@@H]1CCCC12CCN(CC2)C2=NC=C(C=1N2C=CN1)SC1=C2C(C(NC2=CC=C1)=O)=O (R)-4-((5-(1-amino-8-aza-spiro[4.5]decan-8-yl)imidazo[1,2-c]pyrimidin-8-yl)thio)indoline-2,3-dione